COC(COCCCCCOCC1=CC=CC=C1)OC 5-(2,2-dimethoxyethoxy)pentoxymethylbenzene